C(CCCCCCC)[C@@H]1C[C@@H](NCC1)C(=O)O cis-4-Octyl-piperidine-2-carboxylic acid